FC=1C=C(C=CC1)[C@H](CNC(CC1CCC(CC1)C(=O)OC)(C)C)O Methyl (1R,4r)-4-(2-(((R)-2-(3-fluorophenyl)-2-hydroxyethyl)amino)-2-methyl-propyl)cyclohexane-1-carboxylate